O=C1NC(CCC1N1C(C2=CC=CC(=C2C1=O)N(C1CCC(CC1)C(=O)N1CCC(CC1)C(=O)O)C)=O)=O 1-((1R,4R)-4-((2-(2,6-dioxopiperidin-3-yl)-1,3-dioxoisoindolin-4-yl)(methyl)amino)cyclohexane-1-carbonyl)piperidine-4-carboxylic acid